C(C)(C)(C)OC(=O)N1C=C(C2=CC=CC=C12)CS(=O)CC1=CC=CC=C1 3-((benzylsulfinyl)methyl)-1H-indole-1-carboxylic acid tert-butyl ester